BrC1=CNC(C2=CN=CC=C12)=O 4-bromo-1,2-dihydro-2,7-naphthyridin-1-one